tert-butyl 7-[4-[(benzyloxy)carbonyl]piperazine-1-carbonyl]-2-azaspiro[3.5]nonane-2-carboxylate C(C1=CC=CC=C1)OC(=O)N1CCN(CC1)C(=O)C1CCC2(CN(C2)C(=O)OC(C)(C)C)CC1